5'-(5-Cyclopropyl-1H-indol-3-yl)-1',2'-dihydrospiro[cyclopropane-1,3'-pyrrolo[2,3-b]pyridine] C1(CC1)C=1C=C2C(=CNC2=CC1)C=1C=C2C(=NC1)NCC21CC1